4-Phenoxyaniline tert-Butyl-4-[(3-methoxy-4-methoxycarbonyl-anilino)methyl]piperidine-1-carboxylate C(C)(C)(C)OC(=O)N1CCC(CC1)CNC1=CC(=C(C=C1)C(=O)OC)OC.O(C1=CC=CC=C1)C1=CC=C(N)C=C1